NC1=C(C(N(C2=CC(=CC=C12)C(F)(F)F)C=1C=C2CCC(C2=CC1)(C)O)=O)C(=O)OC methyl 4-amino-1-(1-hydroxy-1-methyl-2,3-dihydro-1H-inden-5-yl)-2-oxo-7-(trifluoromethyl)-1,2-dihydroquinoline-3-carboxylate